1,2-dimercaptoethyltrimethoxysilane SC(CS)[Si](OC)(OC)OC